COC(NC1=NC=CC(=C1)C=1C=NC(=C(C1)Cl)OC[C@@](CC(C)C)(C)N)=O (S)-(6-((2-amino-2,4-dimethylpentyl)oxy)-5-chloro-[3,4'-bipyridin]-2'-yl)carbamic acid methyl ester